FC1=CC=C(C=C1)[C@H]1N([C@H](CC1)C)C(CN1C(OC2(C1=O)CCC1=CC=CC=C12)=O)=O 3'-(2-((2S,5S)-2-(4-fluorophenyl)-5-(methyl)pyrrolidin-1-yl)-2-oxoethyl)-2,3-dihydrospiro[indene-1,5'-oxazolidine]-2',4'-dione